C(C)(C)(C)OC(=O)NC1=CC(=CC=2N(N=NC21)C)COC[C@@H]2N(C(OC2)(C)C)C(=O)OC(C)(C)C tert-Butyl (S)-4-(((4-((tert-butoxycarbonyl)amino)-1-methyl-1H-benzo[d][1,2,3]triazol-6-yl) methoxy)methyl)-2,2-dimethyloxazolidine-3-carboxylate